OC1=C(C(=O)C2=C(C=C(C=C2)OC(C)(C)C)O)C=CC(=C1)OC(C)C 2,2'-dihydroxy-4-isopropoxy-4'-tert-butoxybenzophenone